CN(C(\C=C\CNC1(CCCC1)COC1=NC=C(C=C1)\C(=C(\CC(F)(F)F)/C1=CC=CC=C1)\C=1C=C2C(=NNC2=CC1)F)=O)C (E)-N,N-Dimethyl-4-((1-(((5-((Z)-4,4,4-trifluoro-1-(3-fluoro-1H-indazol-5-yl)-2-phenylbut-1-en-1-yl)pyridin-2-yl)oxy)methyl)cyclopentyl)amino)but-2-enamide